N-(8-bromo-6-fluoro-3-methyl-3,4-dihydro-2H-benzo[b][1,4]oxazin-5-yl)-2-hydroxy-2-methylpropanamide BrC1=CC(=C(C2=C1OCC(N2)C)NC(C(C)(C)O)=O)F